C(CC(=O)O)CO Gamma-Hydroxy butyrate